N-({3,5-difluoro-2-[(3R)-oxolan-3-yloxy]phenyl}methyl)-5-{2-acetamidoimidazo[1,2-b]pyridazin-6-yl}-2,6-dimethylpyridine-3-carboxamide FC=1C(=C(C=C(C1)F)CNC(=O)C=1C(=NC(=C(C1)C=1C=CC=2N(N1)C=C(N2)NC(C)=O)C)C)O[C@H]2COCC2